2-(Pyridyldithio)ethylamine N1=C(C=CC=C1)SSCCN